BrC=1C(=NC(=NC1)O)O 5-bromopyrimidine-2,4-diol